COC1(CNC1)COC1=NOC(=C1C1=CC=2N(C=C1)N=C(C2)N)C 5-(3-((3-methoxyazetidin-3-yl)methoxy)-5-methylisoxazol-4-yl)pyrazolo[1,5-a]pyridin-2-amine